BrC1CN(CCO1)C=1C=CNC1 6-bromo-4-morpholinopyrrol